OC1=C(C=C(C=C1)CCC(=O)C1=C(C=C(C=C1O)O)O)OC 3-(4-hydroxy-3-methoxyphenyl)-1-(2,4,6-trihydroxyphenyl)propan-1-one